[Na].CN(CC=CC(=O)N)CC#C 4-(methyl-(prop-2-yn-1-yl)amino)but-2-enamide sodium